methyl 2-[(3S)-1-[2-ethyl-6-(1-methyl-5-{[(4-methyl-3-oxo-6-propyl-3,4-dihydropyrazin-2-yl)oxy]methyl}-1H-1,2,3-triazol-4-yl)pyridin-3-yl]-5,5-difluoropiperidin-3-yl]acetate C(C)C1=NC(=CC=C1N1C[C@H](CC(C1)(F)F)CC(=O)OC)C=1N=NN(C1COC1=NC(=CN(C1=O)C)CCC)C